azaborine B1=NC=CC=C1